C(CCCCCCCCCCCCCC=CCCCCCCCC)(=O)OCCCCCCCCCCCCCCCCCCCCCCCCCCCCCCCCCCCCCCC nonatriacontyl tetracos-15-enoate